2-azabicyclo[2.2.1]heptane-5-carboxylic acid methyl ester COC(=O)C1C2CNC(C1)C2